FC1=CC=C(C=C1)SCC(=O)NC1CCN(CC1)C1=C(C=CC=C1)C(C(=O)NO)=C 2-(4-(2-((4-fluorophenyl)thio)acetamido)piperidin-1-ylphenyl)-N-hydroxyacrylamide